3-dipropynylphosphinyloxy-4-fluorotetrahydrothiophene-1,1-dioxide C(#CC)P(=O)(OC1CS(CC1F)(=O)=O)C#CC